C(C)N(C(=O)C1=C(OC2=C(N=CN=N2)N2CC3(CN(C3)[C@H](CCCCNC([O-])=O)C(C)C)CC2)C=CC(=C1)F)C(C)C (R)-(5-(6-(6-(2-(ethyl(isopropyl)carbamoyl)-4-fluorophenoxy)-1,2,4-triazin-5-yl)-2,6-diazaspiro[3.4]octan-2-yl)-6-methylheptyl)carbamate